N-(2-cyanoisoindolin-4-yl)-5-methoxy-1H-pyrrolo[2,3-c]pyridine-2-carboxamide C(#N)N1CC2=CC=CC(=C2C1)NC(=O)C1=CC=2C(=CN=C(C2)OC)N1